5-isopropyl-4-methoxy-1-methyl-6-oxo-1,6-dihydropyridine C(C)(C)C1=C(C=CN(C1=O)C)OC